N4-(benzyl)-cyclohexane-1,4-diamine C(C1=CC=CC=C1)NC1CCC(CC1)N